(1R,2R)-N-(6-((6-cyclopropyl-8-(3-methyl-2,4-dioxoimidazolidin-1-yl)imidazo[1,2-a]pyridin-2-yl)methoxy)pyrimidin-4-yl)-2-(4-methylpyrimidin-2-yl)cyclopropane-1-carboxamide C1(CC1)C=1C=C(C=2N(C1)C=C(N2)COC2=CC(=NC=N2)NC(=O)[C@H]2[C@@H](C2)C2=NC=CC(=N2)C)N2C(N(C(C2)=O)C)=O